3-({[(4R)-7-[(2,4-difluorophenyl)(methyl)amino]-3,4-dihydro-2H-1-benzopyran-4-yl]methyl}amino)pyridine-4-carboxylic acid methyl ester COC(=O)C1=C(C=NC=C1)NC[C@@H]1CCOC2=C1C=CC(=C2)N(C)C2=C(C=C(C=C2)F)F